O[C@@H]1[C@H]2[C@@H](N([C@@H](C1)C2)[C@@H](C)C2=CC=CC=C2)C(=O)OC methyl (1R,3R,4R,5S)-5-hydroxy-2-((S)-1-phenylethyl)-2-azabicyclo[2.2.1]heptane-3-carboxylate